ClC(CC)C1=CC=CC2=CC=CC=C12 1-(1-chloropropyl)naphthalene